4,9-diazaspiro[5.5]undecane-9-carboxylate C1CCNCC12CCN(CC2)C(=O)[O-]